CN1CCC(CC1)(F)F methyldifluoropiperidine